1,1-dioxo-2,6-di(phenyl)-4-(dicyanomethylidene)thiopyran O=S1(C(=CC(C=C1C1=CC=CC=C1)=C(C#N)C#N)C1=CC=CC=C1)=O